(3S,4S)-3-fluoro-4-[5-oxo-7-(p-toluenesulfonyloxy)thiazolo[3,2-a]pyrimidin-2-yl]piperidine-1-carboxylic acid tert-butyl ester C(C)(C)(C)OC(=O)N1C[C@H]([C@H](CC1)C1=CN2C(=NC(=CC2=O)OS(=O)(=O)C2=CC=C(C)C=C2)S1)F